NC=1C2=C(N=CN1)N(C=C2C2=CC=C(C1=C2C=NO1)NC(=O)NC1=NOC(=C1)C1(CC1)C(F)(F)F)C1CC1 1-(4-(4-AMINO-7-CYCLOPROPYL-7H-PYRROLO[2,3-D]PYRIMIDIN-5-YL)BENZO[D]ISOXAZOL-7-YL)-3-(5-(1-(TRIFLUOROMETHYL)CYCLOPROPYL)ISOXAZOL-3-YL)UREA